(S)-4-(3-((tert-butoxycarbonyl)amino)-3-methylpyrrolidin-1-yl)-6-chloronicotinic acid C(C)(C)(C)OC(=O)N[C@@]1(CN(CC1)C1=CC(=NC=C1C(=O)O)Cl)C